FC1=C(C=C(C=C1)O)CO 4-fluoro-3-(hydroxymethyl)phenol